C1(CC1)[C@]1(C(NC(N1)=O)=O)CC(C(=O)N1CC2=CC(=C(C=C2C1)Cl)Cl)C (5S)-5-cyclopropyl-5-(3-(5,6-dichloro-isoindolin-2-yl)-2-methyl-3-oxopropyl)imidazolidine-2,4-dione